cerium oxide manganese [Mn+2].[O-2].[Ce+3]